C1CCC12CNCC2C#N 6-azaspiro[3.4]octane-8-carbonitrile